CN1N=NN=C1NC(C1=CC(C(=O)N)=CC=C1)=O N1-(1-methyl-1H-tetrazol-5-yl)isophthalamid